2-fluoro-4-(methylsulfonyl)phenylboronic acid FC1=C(C=CC(=C1)S(=O)(=O)C)B(O)O